rac-6-(2-((3aR,5s,6aS)-5-(3,5-difluorophenoxy)hexahydrocyclopenta[c]pyrrol-2(1H)-yl)-1-hydroxyethyl)pyridin-3-ol FC=1C=C(OC2C[C@@H]3[C@@H](CN(C3)CC(O)C3=CC=C(C=N3)O)C2)C=C(C1)F